(S)-2-((1S,4S)-5-(2,4-difluorobenzyl)-2,5-diazabicyclo[2.2.1]heptane-2-carbonyl)pyrrolidine-1-carboxylic acid tert-butyl ester C(C)(C)(C)OC(=O)N1[C@@H](CCC1)C(=O)N1[C@@H]2CN([C@H](C1)C2)CC2=C(C=C(C=C2)F)F